CC(=C)C 2-methyl-prop-1-ene